(S)-2-amino-N,3,3-trimethylbutanamide 2,2,2-trifluoroacetate FC(C(=O)O)(F)F.N[C@H](C(=O)NC)C(C)(C)C